3-chloro-2-(4,4-difluoropiperidin-1-yl)-5-nitropyridine ClC=1C(=NC=C(C1)[N+](=O)[O-])N1CCC(CC1)(F)F